C(C1=CC=CC=C1)OCCOCCOC1=NC=CC(=C1)N(CC1=CC(=CC=C1)N1CCCC1)CC1=CC(=CC=C1)OC 2-(2-(2-(benzyloxy)ethoxy)ethoxy)-N-(3-methoxybenzyl)-N-(3-(pyrrolidin-1-yl)benzyl)pyridin-4-amine